O1CC(=CCC1)C1=C(C=C(C=C1)C1=NNC(OC1)=O)C(F)(F)F 5-[4-(5,6-dihydro-2H-pyran-3-yl)-3-(trifluoromethyl)phenyl]-3,6-dihydro-2H-1,3,4-oxadiazin-2-one